3-amino-5-furancarboxylic acid NC1=COC(=C1)C(=O)O